4-(2-cyanoethyl)-4-cyanopimelic acid C(#N)CCC(CCC(=O)O)(CCC(=O)O)C#N